Methyl 3-(3-(1-(2-(2-fluoro-5-((6-fluoro-4-(methylsulfonyl)-1H-indol-5-yl)oxy)phenyl)-1H-imidazol-5-yl)-1-hydroxyethyl)phenyl)propanoate FC1=C(C=C(C=C1)OC=1C(=C2C=CNC2=CC1F)S(=O)(=O)C)C=1NC(=CN1)C(C)(O)C=1C=C(C=CC1)CCC(=O)OC